C(C1=CC=CC=C1)NC(CC=1N=NN(C1C)C1=CC=C(C=C1)OCCN1CCOCC1)=O N-benzyl-2-(5-methyl-1-(4-(2-morpholinoethoxy)phenyl)1H-1,2,3-triazol-4-yl)acetamide